N,N-dimethyl-3-(pyrazino[6',1':2,3]imidazo[4,5-b][1,6]naphthyridin-12-ylamino)benzamide CN(C(C1=CC(=CC=C1)NC1=C2C(=NC3=CC=NC=C13)N1C(=N2)C=NC=C1)=O)C